methyl 3-[cyclopentyl(methyl)amino]benzoate C1(CCCC1)N(C=1C=C(C(=O)OC)C=CC1)C